FC1=CC=C(CO[C@@H](C(=O)N[C@@H](C)C2=CC=C(C(=O)O)C=C2)C(C)C)C=C1 4-((S)-1-((R)-2-((4-fluorobenzyl)oxy)-3-methylbutanoylamino)ethyl)benzoic acid